Ethyl-{[5-(4-chloro-2-fluorophenyl)-1-(2,4-dichlorophenyl)-1H-pyrazol-3-yl]oxy} acetat C(C)(=O)OOC1=NN(C(=C1CC)C1=C(C=C(C=C1)Cl)F)C1=C(C=C(C=C1)Cl)Cl